1-azidocyclopropanecarboxylic acid N(=[N+]=[N-])C1(CC1)C(=O)O